C(CCCCCCC\C=C/C\C=C/CCCCC)(=O)OCC(COC(CCC(OCCCCCCCC)OCCCCCCCC)=O)COC(NCCCN1CCC(CC1)O)=O 3-((4,4-bis(octyloxy)butanoyl)oxy)-2-((((3-(4-hydroxypiperidin-1-yl)propyl)carbamoyl)oxy)methyl)propyl (9Z,12Z)-octadeca-9,12-dienoate